(9,9-dimethyl-9H-fluoren-2-yl)-[1,1'-biphenyl] CC1(C2=CC=CC=C2C=2C=CC(=CC12)C1=C(C=CC=C1)C1=CC=CC=C1)C